hexahydropyrrolo[3,4-c]pyrrol C1NCC2C1=CNC2